C1(CC1)C=1C=C(C(N(C1)[C@@H]1COCCC1)=O)NC=1N(C=2C(=NC=C(C2OC)OC=2C=NN3C2C=NC=C3)N1)C (S)-5-cyclopropyl-3-((7-methoxy-1-methyl-6-(pyrazolo[1,5-a]pyrazin-3-yloxy)-1H-imidazo[4,5-b]pyridin-2-yl)amino)-1-(tetrahydro-2H-pyran-3-yl)pyridin-2(1H)-one